BrC=1C=C(C=CC1)[C@@H](C)NC1=NC(=NC2=CC(=C(C=C12)OC)OCCCCCCCCC(C(=O)N)CC(C)C)C (8-((4-(((R)-1-(3-bromophenyl)ethyl)amino)-6-methoxy-2-methylquinazolin-7-yl)oxy)octyl)-4-methyl-pentanamide